C(C)O[Si](CCCCCCCCCCCCN)(OCC)OCC 12-(triethoxysilyl)-dodecane-1-amine